N1C=CC=2C1=NC=C(C2)N2CCN(CC2)CC2=CN=C1C=C(C(NC1=C2)=O)CC 7-((4-(1H-pyrrolo[2,3-b]pyridin-5-yl)piperazin-1-yl)methyl)-3-ethyl-1,5-naphthyridin-2(1H)-one